N-(3-cyanophenyl)-4-((4-fluoro-2-methylphenyl)sulfonamido)benzamide C(#N)C=1C=C(C=CC1)NC(C1=CC=C(C=C1)NS(=O)(=O)C1=C(C=C(C=C1)F)C)=O